(4aS,6S,7aR)-4-[6-(2-hydroxy-4,6-dimethyl-phenyl)pyridazin-3-yl]-3,4a,5,6,7,7a-hexahydro-2H-cyclopenta[b][1,4]oxazin-6-ol OC1=C(C(=CC(=C1)C)C)C1=CC=C(N=N1)N1[C@@H]2[C@H](OCC1)C[C@H](C2)O